benzyl ((1S)-2-((2-(((1-(((tert-butoxycarbonyl)amino)methyl)cyclopropyl)methyl)amino)-2-(methylcarbamoyl)-2,3-dihydro-1H-inden-5-yl)amino)-1-cyclohexyl-2-oxoethyl)carbamate C(C)(C)(C)OC(=O)NCC1(CC1)CNC1(CC2=CC=C(C=C2C1)NC([C@H](C1CCCCC1)NC(OCC1=CC=CC=C1)=O)=O)C(NC)=O